NC=1C(C(=C(C(C1N)=O)N)N)=O 2,3,5,6-tetra(amino)-p-benzoquinone